3-(4-methylbenzylidene)benzofuran-2(3H)-one CC1=CC=C(C=C2C(OC3=C2C=CC=C3)=O)C=C1